1-(2,2-difluoroethyl)-3-hydrazino-1H-pyrazole FC(CN1N=C(C=C1)NN)F